OC1=CC=C(C=C1)N1C(=O)N(C(=O)N(C1=O)C1=CC=C(C=C1)O)C1=CC=C(C=C1)O 1,3,5-tris(4-hydroxyphenyl)isocyanuric acid